CC=1N=CC(=NC1)C(C)N 1-(5-methylpyrazin-2-yl)ethane-1-amine